bis(dimethylsilyl)-1,1'-biphenyl C[SiH](C)C1=CC=C(C=C1)C1=CC=C(C=C1)[SiH](C)C